NC1=C(C(=NN1C1CN(CC1)C#N)C1=CC=C(C=C1)OC1=NC=C(C=C1)Cl)C(=O)N 5-amino-3-(4-((5-chloropyridin-2-yl)oxy)phenyl)-1-(1-cyanopyrrolidin-3-yl)-1H-pyrazole-4-carboxamide